N-[(1S)-1-cyclopropylethyl]-5-[3-(difluoromethoxy)-5-fluorophenyl]pyridine-3-carboxamide C1(CC1)[C@H](C)NC(=O)C=1C=NC=C(C1)C1=CC(=CC(=C1)F)OC(F)F